tert-Butyl 3-[4-[5-(trifluoromethyl)pyrimidin-2-yl]piperazine-1-carbonyl]pyrrolidine-1-carboxylate FC(C=1C=NC(=NC1)N1CCN(CC1)C(=O)C1CN(CC1)C(=O)OC(C)(C)C)(F)F